1,10-Decan-diamin C(CCCCCCCCCN)N